3-(difluoromethyl)-2-(3-piperidyl)pyridine hydrochloride Cl.FC(C=1C(=NC=CC1)C1CNCCC1)F